C([C@@H]1[C@H]([C@@H]([C@H](C(=O)O1)O)O)O)S(=O)(=O)[O-] The molecule is an organosulfonate oxoanion that is the conjugate base of 6-deoxy-6-sulfoglucono-1,5-lactone, obtained by deprotonation of the sulfo group; major species at pH 7.3. It is a conjugate base of a 6-deoxy-6-sulfoglucono-1,5-lactone.